C1(CC1)NC(=O)C=1C=C(C(=CC1)C)C1=CC=C(C=C1)C(=O)C1CC(CC1)OCCOC N-cyclopropyl-4'-(3-(2-methoxyethoxy)cyclopentane-1-carbonyl)-6-methyl-[1,1'-biphenyl]-3-carboxamide